5-(4-(5-(2,3-difluoro-6-(2-morpholinothiazol-4-yl)phenoxy)pentyl)piperazin-1-yl)-2-(2,6-dioxopiperidin-3-yl)-6-fluoroisoindoline-1,3-dione FC1=C(OCCCCCN2CCN(CC2)C=2C=C3C(N(C(C3=CC2F)=O)C2C(NC(CC2)=O)=O)=O)C(=CC=C1F)C=1N=C(SC1)N1CCOCC1